ClC=1C=CC(=C(C1)C1=C2C(=NC=C1)C(=CS2)C(=O)OC)C#CCN2C(=NC=1CCC(CC1C2=O)=O)C methyl 7-[5-chloranyl-2-[3-[2-methyl-4,6-bis(oxidanylidene)-7,8-dihydro-5H-quinazolin-3-yl]prop-1-ynyl]phenyl]thieno[3,2-b]pyridine-3-carboxylate